BrC1=C(C2=C(CN3[C@@H](CO2)CNCC3)C=C1O)F (12aR)-9-bromo-10-fluoro-1,2,3,4,12,12a-hexahydro-6H-pyrazino[2,1-c][1,4]benzooxazepin-8-ol